C(C)C=1C=C2C(=NC1)NC(=N2)N[C@@H]2C[C@H](CC2)NC2=CC=C(C=N2)N2C(C=CC=C2)=O 6'-(((1S,3S)-3-((6-Ethyl-3H-imidazo[4,5-b]pyridin-2-yl)amino)cyclopentyl)amino)-2H-[1,3'-bipyridin]-2-one